(1R,3S,5R)-2-(2-(3-acetyl-5-(2-methylpyrimidin-5-yl)-1H-indazol-1-yl)acetyl)-N-(2-fluoro-3-(trifluoromethoxy)phenyl)-5-methyl-2-azabicyclo[3.1.0]hexane-3-carboxamide C(C)(=O)C1=NN(C2=CC=C(C=C12)C=1C=NC(=NC1)C)CC(=O)N1[C@@H]2C[C@@]2(C[C@H]1C(=O)NC1=C(C(=CC=C1)OC(F)(F)F)F)C